C1(CC1)N1N=CC(=C1C)C(=O)NN=CC1=C(C=C(C=C1)Cl)F 1-cyclopropyl-5-methyl-N'-(1-(2-fluoro-4-chlorophenyl)methylene)-1H-pyrazole-4-formhydrazide